FC1=CC=2C(C=C(OC2C2=C1N=C(N2C)C(F)(F)F)C2=NC=CC=C2)=O 4-fluoro-1-methyl-8-(pyridin-2-yl)-2-(trifluoromethyl)chromeno[7,8-d]imidazol-6(1H)-one